2-(((2-(dimethylamino)ethyl)amino)methylene)-5-(perfluorophenyl)cyclohexane-1,3-dione CN(CCNC=C1C(CC(CC1=O)C1=C(C(=C(C(=C1F)F)F)F)F)=O)C